C(C1=CC=CC=C1)N1C([C@@]2(C3=CC(=CC=C13)OC)[C@@H](C2)C2=CC=C1C=NN(C1=C2)CC2=CC=CC=C2)=O (1R,2S)-1'-Benzyl-2-(1-benzyl-1H-indazol-6-yl)-5'-methoxyspiro[cyclopropane-1,3'-indolin]-2'-one